ClC1=C(C(=CC(=C1)Cl)C)I 1,5-dichloro-2-iodo-3-methylbenzene